ClC=1C=CC(=C(C1)/C=C/C(=O)N[C@H]1CCCCC(NC2=NC=CC=C2C=2C=CN=C1C2)=O)N2N=NN=C2 (E)-3-(5-Chloro-2-tetrazol-1-yl-phenyl)-N-((S)-9-oxo-6,8,16-triaza-tricyclo[13.3.1.02,7]nonadeca-1(19),2,4,6,15,17-hexaen-14-yl)-acrylamide